FC1=C(C=CC=C1CF)C#CC1=NNC2=C1C=1N(C(=N2)N2CCC3([C@@H]([C@@H](OC3)C)N)CC2)C=CN1 (3S,4S)-8-(9-((2-fluoro-3-(fluoromethyl)phenyl)ethynyl)-7H-imidazo[1,2-c]pyrazolo[4,3-e]pyrimidin-5-yl)-3-methyl-2-oxa-8-azaspiro[4.5]decan-4-amine